(E)-3-(3-(trifluoromethyl)phenyl)acrylic acid FC(C=1C=C(C=CC1)/C=C/C(=O)O)(F)F